C(C=C)[C@@H]1NC2=C(C=C(C=C2NC1)C(=O)OC)[N+](=O)[O-] methyl (S)-2-allyl-8-nitro-1,2,3,4-tetrahydroquinoxaline-6-carboxylate